COP(=O)(OC)O.C(CCC)N1CN(C=C1)C 1-butyl-3-methylImidazole dimethyl-phosphate